N-[4-[3-(4-hydroxy-3-methoxy-phenyl)imidazo[1,2-b]pyridazin-6-yl]phenyl]acetamide OC1=C(C=C(C=C1)C1=CN=C2N1N=C(C=C2)C2=CC=C(C=C2)NC(C)=O)OC